N-((5-fluoro-6-((isoxazol-3-ylmethyl)amino)-1H-indol-2-yl)methyl)acetamide FC=1C=C2C=C(NC2=CC1NCC1=NOC=C1)CNC(C)=O